1-(1-(2-methylfuran-3-carbonyl)piperidin-4-yl)-3-(4-(trifluoromethoxy)phenyl)urea CC=1OC=CC1C(=O)N1CCC(CC1)NC(=O)NC1=CC=C(C=C1)OC(F)(F)F